Cl.FC(CC=1C=C(C(=N)N)C=C(C1)CC(F)(F)F)(F)F 3,5-bis(trifluoroethyl)benzamidine hydrochloride